glycerin monoerucate citrate C(CC(O)(C(=O)O)CC(=O)O)(=O)O.C(CCCCCCCCCCC\C=C/CCCCCCCC)(=O)O.OCC(O)CO